tert-butyl 3-[[2-fluoro-4-(trifluoromethyl)phenyl]methoxy]azetidine-1-carboxylate FC1=C(C=CC(=C1)C(F)(F)F)COC1CN(C1)C(=O)OC(C)(C)C